tert-butyl 2-methyl-6-(methylcarbamoyl)-3',6'-dihydro-[3,4'-bipyridine]-1'(2'H)-carboxylate CC1=NC(=CC=C1C=1CCN(CC1)C(=O)OC(C)(C)C)C(NC)=O